C(C)N(S(=O)(=O)C=1C=CC=2N(C1)C(=NN2)SCC(=O)C2=CC=C(S2)CCNC(C)=O)CC N-(2-(5-(2-((6-(N,N-diethylsulfamoyl)-[1,2,4]triazolo[4,3-a]pyridin-3-yl)thio)acetyl)thiophen-2-yl)ethyl)acetamide